C(C)(C)C1=C(C=C(C=C1)\C=C\C=1N=CSC1)O (E)-2-isopropyl-5-[2-(thiazol-4-yl)vinyl]phenol